(S)-4-methyl-3-(1-(5-((1-methylpiperidin-4-yl)oxy)pyridin-3-yl)pyrrolidin-3-yl)-N-(5-(trifluoromethyl)pyridin-3-yl)benzamide CC1=C(C=C(C(=O)NC=2C=NC=C(C2)C(F)(F)F)C=C1)[C@H]1CN(CC1)C=1C=NC=C(C1)OC1CCN(CC1)C